FC(F)(F)C1(CCC1)O (trifluoromethyl)cyclobutanol